1-(4-{[tert-butyl-(dimethyl)silyl]oxy}phenyl)ethan-1-one C(C)(C)(C)[Si](OC1=CC=C(C=C1)C(C)=O)(C)C